2-(3-((5-hydroxyl-6-oxo-1,6-dihydroPyrimidin-4-yl)methyl)-5-(4-((4-(morpholinylmethyl)phenyl)ethynyl)phenyl)-2-oxoimidazolin-1-yl)acetamide OC1=C(N=CNC1=O)CN1C(N(C(C1)C1=CC=C(C=C1)C#CC1=CC=C(C=C1)CN1CCOCC1)CC(=O)N)=O